C1=CC=C(C2=CC=CC=C12)CCCC#N 4-naphthalenebutyronitrile